Methyl-2-bromopropanoat COC(C(C)Br)=O